C12CN(CC(N1)C2)C=2OC=1C(N2)=C(C=CC1C=1SC=CN1)C(=O)NCC 2-(3,6-diazabicyclo[3.1.1]heptan-3-yl)-N-ethyl-7-(thiazol-2-yl)benzo[d]oxazole-4-carboxamide